C(C)(=O)C1CN(CCN1CC1=CC=CC=C1)C(=O)OC(C)(C)C tert-butyl 3-acetyl-4-benzyl-piperazine-1-carboxylate